FC=1C=C(C=C(C1)N1C(C2=CC=CC(=C2C1)C(F)(F)F)=O)C(CC(=O)OCC)C Ethyl 3-(3-fluoro-5-(1-oxo-4-(trifluoromethyl)isoindolin-2-yl)phenyl)butanoate